C1(=CC=CC=C1)CS(=O)(=O)NC1=C(C(=C(C=C1F)OC1=NC=CC=C1C1=NC(=NC=C1)NC1CNCC(C1)C(C)(C)F)F)F 1-phenyl-N-(2,3,6-trifluoro-4-((3-(2-((5-(2-fluoropropan-2-yl)piperidin-3-yl)amino)pyrimidin-4-yl)pyridin-2-yl)oxy)phenyl)methanesulfonamide